N-((1-(4-isopropylphenyl)-1,2,3,4-tetrahydroquinolin-3-yl)methyl)acrylamide C(C)(C)C1=CC=C(C=C1)N1CC(CC2=CC=CC=C12)CNC(C=C)=O